O1CCN(CC1)CCOC=1C=C(C=2N(C1)N=CC2C#N)C=2C=NC(=CC2)N2CC(C2)OC2=NC=CC=C2 6-(2-morpholinoethoxy)-4-(6-(3-(pyridin-2-yloxy)azetidin-1-yl)pyridin-3-yl)pyrazolo[1,5-a]pyridine-3-carbonitrile